ClC1=CC=C(C=C1)[C@@]1(N(C(C2=CC(=CC(=C12)F)[C@](CC)(O)C1(CCOCC1)F)=O)CC1=NC=C(C=N1)C#N)O[C@@H]1C[C@@H](C1)O 2-{[(1R)-1-(4-chlorophenyl)-7-fluoro-5-[(1S)-1-(4-fluorooxan-4-yl)-1-hydroxypropyl]-3-oxo-1-[cis-3-hydroxycyclobutoxy]-2,3-dihydro-1H-isoindol-2-yl]methyl}pyrimidine-5-carbonitrile